dibromouracil BrC1=C(C(NC(N1)=O)=O)Br